C(C)C12CN(CC(CC1)N2C(=O)OC(C)(C)C)C(C2=CC=CC=C2)(C2=CC=CC=C2)C2=CC=CC=C2 Tert-butyl 1-ethyl-3-trityl-3,8-diazabicyclo[3.2.1]octane-8-carboxylate